ClC=1C=CC(=C(C1)C1=CC(=C(N=N1)C)NC1=CC(=NC=C1)NC(=O)CCN1C(CN(CC1)C)CC(=O)OC)F Methyl 2-(1-{2-[(4-{[6-(5-Chloro-2-Fluorophenyl)-3-Methylpyridazin-4-yl]Amino}Pyridin-2-yl)Carbamoyl]Ethyl}-4-Methylpiperazin-2-yl)Acetat